C(CCCCCCCCCCCCC)OC1=CC=C(O1)C(=O)OCC(=O)N(C)CC1=CC=CC=C1 2-(benzyl(methyl)amino)-2-oxoethyl 5-(tetradecyloxy)furan-2-carboxylate